n-propyl 3-cyano-α-cyanocinnamate C(#N)C=1C=C(C=C(C(=O)OCCC)C#N)C=CC1